C1(=CC=CC=C1)C(C(C)=NOC(C1=CC=CC=C1)=O)=O 1-phenyl-2-(benzoyloxyimino)-1-propanone